(3R,4S,6R,7R)-6-(6-benzamido-9H-purin-9-yl)-4-((bis(4-methoxyphenyl) (phenyl) methoxy) methyl)-1,1-difluoro-5-oxaspiro[2.4]heptan-7-yl (2-cyanoethyl) diisopropylphosphoramidite C(C)(C)N(P(O[C@H]1[C@@H](O[C@@H]([C@]12CC2(F)F)COC(C2=CC=CC=C2)(C2=CC=C(C=C2)OC)C2=CC=C(C=C2)OC)N2C1=NC=NC(=C1N=C2)NC(C2=CC=CC=C2)=O)OCCC#N)C(C)C